(R)-7-chloro-4-methyl-N-(1-(2-methyl-3-(trifluoromethyl)phenyl)ethyl)pyrido[3,4-d]pyridazin-1-amine ClC1=CC=2C(=C(N=NC2N[C@H](C)C2=C(C(=CC=C2)C(F)(F)F)C)C)C=N1